C[C@@H]1CC[C@H](N(C1)C(C(=O)NC=1C=C(C=NC1)C(=O)N)=O)C1=CC=C(C=C1)S(N)(=O)=O 5-[[2-[(2S,5R)-5-methyl-2-(4-Sulfamoylphenyl)-1-piperidyl]-2-oxo-acetyl]amino]pyridine-3-carboxamide